C(#N)C[C@@H]1N(CCN(C1)C1=NC(=NC(=C1[N+](=O)[O-])CC1(CCCC2=CC=CC=C12)C(=O)OC)C=1C(=NC=CC1)C)C(=O)[O-] (2S)-2-(cyanomethyl)-4-(6-((1-(methoxycarbonyl)-1,2,3,4-tetrahydronaphthalen-1-yl)methyl)-2-(2-Methylpyridin-3-yl)-5-nitropyrimidin-4-yl)piperazine-1-carboxylate